C1(CCCCC1)CC=1N([C@H]2[C@H](S)[C@H](O)[C@@H](CO)O2)C=2N=C(NC(C2N1)=O)N 8-Cyclohexylmethylthioguanosine